(4-Cyclopropylbutyl)-2-methoxy-4-(tetrahydrofuran-3-yl)-1H-imidazole-1-carboxamide C1(CC1)CCCCC1=C(N=C(N1C(=O)N)OC)C1COCC1